tert-butyl 4-((6-chloro-3-(4-(hydroxymethyl)phenyl)pyridazin-4-ylamino)methyl)piperidine-1-carboxylate ClC1=CC(=C(N=N1)C1=CC=C(C=C1)CO)NCC1CCN(CC1)C(=O)OC(C)(C)C